tert-butyl (1,1,1-trifluoro-3-(1H-1,2,3-triazol-1-yl)propan-2-yl)carbamate FC(C(CN1N=NC=C1)NC(OC(C)(C)C)=O)(F)F